CO[Si](O[Si](OC)(OC)CCCN(CCC)CCC)(OC)CCCN(CCC)CCC 3,3'-(1,1,3,3-tetramethoxydisiloxane-1,3-diyl)bis(N,N-dipropylpropan-1-amine)